CC1NCCCC1N1CN=CC=C1 N-(2-methylpiperidin-3-yl)pyrimidine